FC(C1=NN=C(S1)N1N=CC2=C(C=C(C=C12)S(=O)(=O)NC1(CC1)C)N1C[C@@H](N[C@H](C1)C)C)F 1-(5-(difluoromethyl)-1,3,4-thiadiazol-2-yl)-4-((3S,5S)-3,5-dimethylpiperazin-1-yl)-N-(1-methylcyclopropyl)-1H-indazole-6-sulphonamide